5-Isopropyl-9-methoxy-8-(3-methoxypropoxy)-2-oxo-1,2,5,6-tetrahydrobenzo[h]quinoline-3-carboxylic acid C(C)(C)C1C=2C=C(C(NC2C2=C(C1)C=C(C(=C2)OC)OCCCOC)=O)C(=O)O